CC1(OC2C(CN(C2=O)C2=NC(=CC(=C2)C(F)(F)F)C([2H])([2H])[2H])O1)C 2,2-dimethyl-5-(6-(methyl-d3)-4-(trifluoromethyl)pyridin-2-yl)tetrahydro-4H-[1,3]dioxolo[4,5-c]pyrrol-4-one